FC1(C(C=2C(=NN(C2CC1)C1=CC=C(C=C1)F)C(F)(F)F)O)F 5,5-difluoro-1-(4-fluorophenyl)-3-(trifluoromethyl)-4,5,6,7-tetrahydro-1H-indazol-4-ol